2-(((6aS,8R)-2-(3-fluoro-2-hydroxyphenyl)-6a-methyl-5,6,6a,7,8,9-hexahydropyrrolo[1',2':4,5]pyrazino[2,3-c]pyridazin-8-yl)oxy)-5-formylisonicotinonitrile FC=1C(=C(C=CC1)C=1C=C2C(=NN1)NC[C@]1(N2C[C@@H](C1)OC=1C=C(C#N)C(=CN1)C=O)C)O